1,4-bis(4-phenyloxybenzoyl)benzene C1(=CC=CC=C1)OC1=CC=C(C(=O)C2=CC=C(C=C2)C(C2=CC=C(C=C2)OC2=CC=CC=C2)=O)C=C1